C(C)OC(=C)C1=C(C(=NC=C1)NC(OC)=O)F Methyl (4-(1-ethoxyvinyl)-3-fluoropyridin-2-yl)carbamate